FC1=CC2=C(N(CN=C2N2[C@H](CN(CC2)S(=O)(=O)C2=C(C(=C(C(=C2F)F)F)F)F)C)C=2C(=NC=CC2C)C(C)C)N=C1C1=C(C=CC=C1O)F 6-fluoro-7-(2-fluoro-6-hydroxyphenyl)-1-(2-isopropyl-4-methylpyridin-3-yl)-4-((S)-2-methyl-4-((perfluorophenyl)sulfonyl)piperazin-1-yl)pyrido[2,3-d]pyrimidin